4,5-bipyrazine N1=CCN(C=C1)C=1N=CC=NC1